bis(β-epoxypropyl) sulfide CC1(CO1)SC1(C)CO1